N-(3,4-dimethoxybenzyl)-N'-[4-(1,1-dioxido-4-oxo-1,2,5-thiadiazolidin-2-yl)-3-fluoro-5-hydroxyphenyl]-N-phenylsulfuric diamide COC=1C=C(CN(S(NC2=CC(=C(C(=C2)O)N2S(NC(C2)=O)(=O)=O)F)(=O)=O)C2=CC=CC=C2)C=CC1OC